N(=[N+]=[N-])CCOCCOCCOCCNC(CCC(NC(CCCCCCCCCCC(=O)O)=O)CCC(NCCOCCOCCOCCN=[N+]=[N-])=O)=O 1-azido-16-(1-azido-13-oxo-3,6,9-trioxa-12-azapentadecan-15-yl)-13,18-dioxo-3,6,9-trioxa-12,17-diazanonacosan-29-oic acid